[6-(1-hydroxy-1-methyl-ethyl)-2-[4-(iodomethyl)cyclohexyl]Indazol-5-yl]-6-(trifluoromethyl)pyridine-2-carboxamide OC(C)(C)C=1C(=CC2=CN(N=C2C1)C1CCC(CC1)CI)C=1C(=NC(=CC1)C(F)(F)F)C(=O)N